O=C1NC(CCC1N1C(C2=CC(=C(C=C2C1)CN1CCN(CC1)CCNC(=O)C1=CC2=C(O1)C(C1=CC=CC=C1C2=O)=O)F)=O)=O N-(2-(4-((2-(2,6-dioxopiperidin-3-yl)-6-fluoro-1-oxoisoindolin-5-yl)methyl)piperazin-1-yl)ethyl)-4,9-dioxo-4,9-dihydronaphtho[2,3-b]furan-2-carboxamide